trifluoromethyl-sulfonamide FC(F)(F)S(=O)(=O)N